N-(2-methyl-5-nitrophenyl)-4-(3-pyridyl)-2-pyrylamine CC1=C(C=C(C=C1)[N+](=O)[O-])NC1OC=CC(=C1)C=1C=NC=CC1